FC=1C=C(N(C)C)C=C(C1I)F 3,5-difluoro-4-iodo-N,N-dimethylaniline